2-iodo-1,4-phenylenediamine IC1=C(C=CC(=C1)N)N